(Z)-1-(3-(3-(3,5-bis(trifluoromethyl)phenyl)-1H-1,2,4-triazol-1-yl)acryloyl)-2-(pyrazin-2-yl)pyrazolidin-3-one FC(C=1C=C(C=C(C1)C(F)(F)F)C1=NN(C=N1)\C=C/C(=O)N1N(C(CC1)=O)C1=NC=CN=C1)(F)F